(R)-2-(2-(1H-1,2,3-triazol-4-yl)ethoxy)-1-(2-((2,3-dihydro-1H-inden-2-yl)amino)-5,7-dihydro-6H-pyrido[3,4-d]pyrimidin-6-yl)propan-1-one N1N=NC(=C1)CCO[C@@H](C(=O)C1CC2=C(N=C(N=C2)NC2CC3=CC=CC=C3C2)CN1)C